4-(N-(tert-butoxycarbonyl)-2-(dimethylamino)-ethylsulfonylamino)-3-(cyclopropylmethoxy)benzoic acid C(C)(C)(C)OC(=O)N(C1=C(C=C(C(=O)O)C=C1)OCC1CC1)S(=O)(=O)CCN(C)C